1-(5-bromo-2-hydroxy-phenyl)propan-1-one BrC=1C=CC(=C(C1)C(CC)=O)O